N-(6-methyl-2-propylthiochroman-4-yl)-2-oxo-6-(trifluoromethyl)-1,2-dihydropyridine-3-carboxamide CC=1C=C2C(CC(SC2=CC1)CCC)NC(=O)C=1C(NC(=CC1)C(F)(F)F)=O